N[C@@H](CCC(=O)[O-])C(=O)OC(CN)=O Glycyl glutamate